(4-(3-hydroxyazetidin-3-yl)phenyl)(4-(4-(trifluoromethyl)phenyl)piperidin-1-yl)methanone OC1(CNC1)C1=CC=C(C=C1)C(=O)N1CCC(CC1)C1=CC=C(C=C1)C(F)(F)F